methyl 2-(3-amino-4-nitrophenyl)-3-oxobutanoate NC=1C=C(C=CC1[N+](=O)[O-])C(C(=O)OC)C(C)=O